4-(4-oxo-3,5,7,8-tetrahydro-4H-thiopyrano[4,3-d]pyrimidin-2-yl)benzonitrile O=C1C2=C(N=C(N1)C1=CC=C(C#N)C=C1)CCSC2